1-((1,3-dimethyl-1H-pyrazol-5-yl)methyl)piperidin CN1N=C(C=C1CN1CCCCC1)C